3-bromopyrazolo[1,5-a]pyridine-6-carboxylic acid BrC=1C=NN2C1C=CC(=C2)C(=O)O